2-[5-[(R)-ethylsulfinyl]-6-[3-methyl-6-(trifluoromethyl)imidazo[4,5-b]pyridin-2-yl]-3-pyridyl]-2-methyl-propanenitrile C(C)[S@@](=O)C=1C=C(C=NC1C1=NC=2C(=NC=C(C2)C(F)(F)F)N1C)C(C#N)(C)C